4-((5-(difluoromethyl)-4-(1-(2-hydroxy-2-methylpropyl)-1H-pyrazol-4-yl)pyrimidin-2-yl)amino)benzenesulfonamide FC(C=1C(=NC(=NC1)NC1=CC=C(C=C1)S(=O)(=O)N)C=1C=NN(C1)CC(C)(C)O)F